C(CCCCCCCCCCCCC)OC(C1=CC(=C(C(=C1)C(C)(C)C)O)C(C)(C)C)=O tetradecyl-3,5-di-tert-butyl-4-hydroxybenzoate